margaroylcarnitine C(CCCCCCCCCCCCCCCC)(=O)C(O)(C[N+](C)(C)C)CC([O-])=O